CC=1C(=CSC1)C1=NC=NO1 5-(4-methylthiophen-3-yl)-1,2,4-oxadiazol